CCC[N+]1(CCCCC1)C.[N-](S(=O)(=O)F)S(=O)(=O)F 1-methyl-1-propylpiperidinium bis(fluorosulfonyl)imide